CC1(C(=O)OCC1)C Dimethyl-butyrolactone